NC=1C(=CC(=CC1)O)C para-amino-m-cresol